3-[[5-[5-(difluoromethyl)-1,3,4-oxadiazol-2-yl]-2-pyridinyl]methyl]-5-(4-piperazin-1-ylphenyl)-1,3,4-oxadiazol-2-one FC(C1=NN=C(O1)C=1C=CC(=NC1)CN1C(OC(=N1)C1=CC=C(C=C1)N1CCNCC1)=O)F